7-[1-(3-Chlorophenyl)-3-(cyclopropylmethylcarbamoyl)-7-oxo-4,5-dihydropyrazolo[3,4-c]pyridin-6-yl]-3,4-dihydro-1H-isoquinoline-2-carboxylic acid tert-butyl ester C(C)(C)(C)OC(=O)N1CC2=CC(=CC=C2CC1)N1C(C2=C(CC1)C(=NN2C2=CC(=CC=C2)Cl)C(NCC2CC2)=O)=O